FC(C(=O)O)(F)F.ClC1=C(C=CC=C1[C@]1(NC(N(C(C1)=O)[C@H]1C[C@H](OCC1)C)=N)C)NC(=O)C1=NC=C(N=C1)C |o1:21,23| N-(2-Chloro-3-{(4S)-2-imino-4-methyl-1-[(2R*,4R*)-2-methyl-tetrahydropyran-4-yl]-6-oxo-hexahydropyrimidin-4-yl}phenyl)-5-methylpyrazine-2-carboxamide trifluoroacetic acid salt